BrC=1C(=NC(=CC1N)C=1SC=CN1)C1=NC=CC(=C1)F 3-bromo-4'-fluoro-6-(thiazol-2-yl)-[2,2'-bipyridine]-4-amine